CCCCCCC(CCCCCCC(CCCCCC)O)O eicosane-7,14-diol